tert-butyl (2-bromo-9-fluoro-3-(hydroxymethyl)-1-carbonyl-6,7-dihydro-1H,5H-pyrido[3,2,1-ij]quinolin-8-yl)carbamate BrC1=C(N2C3=C(C(=C(C=C3C1=C=O)F)NC(OC(C)(C)C)=O)CCC2)CO